FC=1C=C(C=NC1N1N=C(N=C1)C(C)(C)N1C(CCC1)=O)NC(CN1N=C(C=C1C)C(F)(F)F)=O N-(5-fluoro-6-(3-(2-(2-oxopyrrolidin-1-yl)propan-2-yl)-1H-1,2,4-triazol-1-yl)pyridin-3-yl)-2-(5-methyl-3-(trifluoromethyl)-1H-pyrazol-1-yl)acetamide